C/C=1/C(CC\C(=C/CC\C(=C/C/C1)\C)\C)C(C)=O 1-((2E,5Z,9Z)-2,6,10-trimethylcyclododecane-2,5,9-trien-1-yl)ethan-1-one